NC=1C(=NC(=CC1)C(F)(F)F)O 3-amino-6-(trifluoromethyl)pyridin-2-ol